CC(CN(C(OC(C)(C)C)=O)C1=CC=CC=C1)=C tert-butyl (2-methylallyl)(phenyl)carbamate